(3aR,5S,6aS)-2'-oxo-1'-((2-(trimethylsilyl)ethoxy)methyl)-1',2',3a,4,6,6a-Hexahydro-1H-spiro[cyclopenta[c]pyrrole-5,3'-pyrrolo[2,3-b]pyridine]-2(3H)-carboxylic acid tert-butyl ester C(C)(C)(C)OC(=O)N1C[C@@H]2[C@H](C1)CC1(C(N(C3=NC=CC=C31)COCC[Si](C)(C)C)=O)C2